2,4-ditert-butylphenol C(C)(C)(C)C1=C(C=CC(=C1)C(C)(C)C)O